FC=1C=C(CNC=2C=C(C=CC2)NC2C(NC(CC2)=O)=O)C=CC1CN1CCCCC1 3-((3-((3-fluoro-4-(piperidin-1-ylmethyl)benzyl)amino)phenyl)amino)piperidine-2,6-dione